N1(CCOCC1)C1=C(C=NC=C1)NCC=1C=C2N=CC=NC2=CC1 4-Morpholinyl-N-(quinoxalin-6-ylmethyl)pyridin-3-amine